NC=1C=C2C=CC=NC2=C(N1)C1=C(C=C2C(=NC=NC2=C1)N1CCN(CC1)C(C=C)=O)Cl 1-[4-[7-(6-amino-1,7-naphthyridin-8-yl)-6-chloro-quinazolin-4-yl]piperazin-1-yl]prop-2-en-1-one